NCC12C3NC4C5(C(C3(C1NC5C4(C2C2=CC=CC=C2)CCO)CCO)C2=CC=CC=C2)CCO 11-(aminomethyl)-6,12-diphenyl-3,9-diazapentacyclo[6.4.0.02,7.04,11.05,10]dodecane-1,5,7-triethanol